[Br-].CN(C(=O)OC1=CC=C2C(C=C(OC2=C1O)C1=CC=C(C=C1)CCCC[P+](C1=CC=CC=C1)(C1=CC=CC=C1)C1=CC=CC=C1)=O)C 4-[4-[7-(dimethylcarbamoyloxy)-8-hydroxy-4-oxo-chromen-2-yl]phenyl]butyltriphenyl-phosphonium bromide